C1(CC1)OC=1C=C(C(=NC1)C(=O)O)C=O 5-CYCLOPROPOXY-3-FORMYLPICOLINIC ACID